1-((3-(2-(1-methyl-1H-pyrazol-4-yl)furo[3,2-b]pyridin-7-yl)phenyl)sulfonyl)piperidin-4-ol CN1N=CC(=C1)C1=CC2=NC=CC(=C2O1)C=1C=C(C=CC1)S(=O)(=O)N1CCC(CC1)O